[N+](=O)([O-])C1=CC=C(C=C1)N1CCN(CC1)CCS(=O)(=O)NCC1=NC=CC=C1 2-[4-(4-nitrophenyl)piperazin-1-yl]-N-(pyridin-2-ylmethyl)ethanesulfonamide